1-((1S,3S)-1-(4-(3-oxa-8-azabicyclo[3.2.1]octan-8-yl)phenyl)-3-butyl-1,3,4,9-tetrahydro-2H-pyrido[3,4-b]indol-2-yl)-3-(trimethyl-silyl)prop-2-yn-1-one C12COCC(CC1)N2C2=CC=C(C=C2)[C@@H]2N([C@H](CC1=C2NC2=CC=CC=C12)CCCC)C(C#C[Si](C)(C)C)=O